C(C)NC1=NC(NC=C1F)=O 4-(ethylamino)-5-fluoropyrimidin-2(1H)-one